1-(1-methyl-7-(3-(piperidin-4-yloxy)prop-1-yn-1-yl)-1H-indazol-3-yl)dihydroPyrimidine-2,4(1H,3H)-dione CN1N=C(C2=CC=CC(=C12)C#CCOC1CCNCC1)N1C(NC(CC1)=O)=O